trans-4-(5-(4-chlorophenyl)-1,3,4-oxadiazol-2-yl)cyclohexane-1-carboxylic acid ClC1=CC=C(C=C1)C1=NN=C(O1)[C@@H]1CC[C@H](CC1)C(=O)O